The molecule is a branched amino decasaccharide comprising a sequence of alpha-sialyl, beta-D-galactosyl, N-acetyl-beta-D-glucosaminyl, alpha-D-mannosyl, beta-D-mannosyl, N-acetyl-beta-D-glucosaminyl and N-acetyl-beta-D-glucosamine residues linked respectively (2->6), (1->4), (1->2), (1->3), (1->4) and (1->4), to the beta-D-mannosyl residue of which is also linked (1->6) a beta-D-galactosyl-(1->4)-N-acetyl-beta-D-glucosaminyl-(1->2)-beta-D-alpha-D-mannosyl branch. It has a role as an epitope. It is an amino decasaccharide and a glucosamine oligosaccharide. CC(=O)N[C@@H]1[C@H](C[C@@](O[C@H]1[C@@H]([C@@H](CO)O)O)(C(=O)O)OC[C@@H]2[C@@H]([C@@H]([C@H]([C@@H](O2)O[C@@H]3[C@H](O[C@H]([C@@H]([C@H]3O)NC(=O)C)O[C@H]4[C@H]([C@@H]([C@H](O[C@@H]4O[C@H]5[C@@H]([C@H](O[C@H]([C@H]5O)O[C@@H]6[C@H](O[C@H]([C@@H]([C@H]6O)NC(=O)C)O[C@@H]7[C@H](O[C@H]([C@@H]([C@H]7O)NC(=O)C)O)CO)CO)CO[C@@H]8[C@H]([C@H]([C@@H]([C@H](O8)CO)O)O)O[C@H]9[C@@H]([C@H]([C@@H]([C@H](O9)CO)O[C@H]1[C@@H]([C@H]([C@H]([C@H](O1)CO)O)O)O)O)NC(=O)C)O)CO)O)O)CO)O)O)O)O